ethyl (R)-4-((8-cyclopentyl-7-ethyl-5-methyl-6-oxo-5,6,7,8-tetrahydropteridin-2-yl) amino)-3-methoxybenzoate C1(CCCC1)N1[C@@H](C(N(C=2C=NC(=NC12)NC1=C(C=C(C(=O)OCC)C=C1)OC)C)=O)CC